O[C@@]12CNCC[C@@]1(C(NC2)=O)C (3aR,7aS)-3a-hydroxy-7a-methyloctahydro-1H-pyrrolo[3,4-c]pyridin-1-one